COC(N(C1=NC=CC=C1)C1=NC(=NC(=N1)NC1=CC(=NC=C1)C(F)(F)F)NC(C(F)(F)F)C)=O (4-(2-(trifluoromethyl)pyridin-4-ylamino)-6-(1,1,1-trifluoro-propan-2-ylamino)-1,3,5-triazin-2-yl)pyridin-2-ylcarbamic acid methyl ester